5-[3-[2-(2-azidoethoxy)ethoxy]propyl]-2-(2,6-dioxo-3-piperidyl)isoindoline-1,3-dione N(=[N+]=[N-])CCOCCOCCCC=1C=C2C(N(C(C2=CC1)=O)C1C(NC(CC1)=O)=O)=O